C(#N)C1=CC=C(CN2C(\C(\C3=CC(=CC=C23)N)=C/C=2NC(=CC2C)C)=O)C=C1 (Z)-1-(4-cyanobenzyl)-3-((3,5-dimethyl-1H-pyrrol-2-yl)methylene)-5-amino-2-indolone